C(#N)C1=CC=C(C=C1)C(C(C)(C)C)(CCC)C1=CC=C(C=C1)C#N 3,3-bis(4-cyanophenyl)-2,2-dimethylhexane